CCCCCCCC/C=C\CCCCCCCC(=O)O 9Z-Octadecenoic acid